ClC=1C=CC2=C(C(=N[C@H](C=3N2C(=NN3)S)CCC(=O)OC)C3=C(C=CC=C3)F)C1 methyl (S)-3-(8-chloro-6-(2-fluorophenyl)-1-mercapto-4H-benzo[f][1,2,4]triazolo[4,3-a][1,4]diazepin-4-yl)propionate